silicic acid aluminum sodium salt [Na+].[Al+3].[Si]([O-])([O-])([O-])[O-]